5-bromo-1,3-dimethoxybenzene BrC=1C=C(C=C(C1)OC)OC